Methyl 5-(2-hydroxypropan-2-yl)-2-sulfamoylthiophene-3-carboxylate OC(C)(C)C1=CC(=C(S1)S(N)(=O)=O)C(=O)OC